tert-butyl 3-cyano-2-(2-methyl-8-nitroquinolin-3-yl)propanoate C(#N)CC(C(=O)OC(C)(C)C)C=1C(=NC2=C(C=CC=C2C1)[N+](=O)[O-])C